2-chloro-N-(1-cyanocyclopropyl)-5-[3-[5-hydroxy-2-methyl-4-(trifluoromethyl)pyrazol-3-yl]isoxazol-5-yl]-N-methyl-benzamide ClC1=C(C(=O)N(C)C2(CC2)C#N)C=C(C=C1)C1=CC(=NO1)C=1N(N=C(C1C(F)(F)F)O)C